5-(1-methylcyclopropyl)-1,3,4-oxadiazole CC1(CC1)C1=NN=CO1